The molecule is a fatty acid ester obtained by the formal condensation of (S)-2-methylbutyric acid with egonol. It has been isolated from the fruits of Styrax agrestis. It has a role as a plant metabolite. It is a member of 1-benzofurans, a member of benzodioxoles, a fatty acid ester and an aromatic ether. It derives from a (S)-2-methylbutyric acid and an egonol. It derives from a hydride of a 1-benzofuran. CC[C@H](C)C(=O)OCCCC1=CC2=C(C(=C1)OC)OC(=C2)C3=CC4=C(C=C3)OCO4